C(C1=CC=C(C(=O)OCC)C=C1)(=O)OOC(C=C)=O acryloyloxy ethyl terephthalate